[Si](C)(C)(C(C)(C)C)OCCNCC=1C=CC(=NC1OC)C1=C(C(=NC=C1)Cl)Cl 2-((tert-butyldimethylsilyl)oxy)-N-((2',3'-dichloro-6-methoxy-[2,4'-bipyridin]-5-yl)methyl)ethan-1-amine